(R)-2-HYDROXY-N,N-BIS(4-METHOXYBENZYL)-2-METHYLHEPT-6-ENE-3-SULFONAMIDE OC(C)([C@@H](CCC=C)S(=O)(=O)N(CC1=CC=C(C=C1)OC)CC1=CC=C(C=C1)OC)C